(E)-5-(2-(methoxyimino)-3-((1-methyl-1H-pyrazol-4-yl)methyl)-6-(N-(1-methylcyclopropyl)sulfamoyl)-4-oxo-1,2,3,4-tetrahydroquinazolin-8-yl)-N,N-dimethyl-1H-imidazole-2-carboxamide CO\N=C\1/NC2=C(C=C(C=C2C(N1CC=1C=NN(C1)C)=O)S(NC1(CC1)C)(=O)=O)C1=CN=C(N1)C(=O)N(C)C